4-(2-cyano-4-methoxyphenyl)isoindoline-2-carbonitrile C(#N)C1=C(C=CC(=C1)OC)C1=C2CN(CC2=CC=C1)C#N